CC1=C(C(=O)N2CCN(CC2)C(=O)N[C@@H]2CNCC2)C=CC(=C1)NC=1C=2N(C=CN1)C(=CN2)C=2C(=NNC2)C(F)(F)F 4-[2-methyl-4-[[3-[3-(trifluoromethyl)-1H-pyrazol-4-yl]imidazo[1,2-a]pyrazin-8-yl]amino]benzoyl]-N-[(3S)-pyrrolidin-3-yl]piperazine-1-carboxamide